4-(2-amino-2-methylpropanoyl)-N-(1-(6-((trans-3-aminocyclobutyl)amino)-5,6,7,8-tetrahydronaphthalen-2-yl)-2-oxo-1,2-dihydropyrimidin-4-yl)piperazine-1-carboxamide hydrochloride Cl.NC(C(=O)N1CCN(CC1)C(=O)NC1=NC(N(C=C1)C1=CC=2CCC(CC2C=C1)N[C@@H]1C[C@H](C1)N)=O)(C)C